4-amino-N-methyl-N-((1R,4S)-1-methyl-7-(trifluoromethyl)-3,4-dihydro-1H-pyrano[4,3-c]pyridin-4-yl)imidazo-[1,5-a]quinoxaline-8-carboxamide NC=1C=2N(C3=CC(=CC=C3N1)C(=O)N([C@@H]1CO[C@@H](C3=C1C=NC(=C3)C(F)(F)F)C)C)C=NC2